C1(=CC=C(C=C1)CC(=O)N)C 2-(p-tolyl)acetamide